C1(=CC=CC=C1)C1=CC=2C(=NC=CC2C=2C=C3C(=NNC3=CC2)N)N1 5-(2-Phenyl-1H-pyrrolo[2,3-b]pyridin-4-yl)-1H-indazol-3-amine